ClC=1C(=NC=C(C1)C(F)(F)F)N1C(SC2=C1C=CC(=C2)S)=O (3-chloro-5-(trifluoromethyl)pyridin-2-yl)-6-mercaptobenzothiazol-2(3H)-one